COC(=O)C1=CC2=C(N(C(S2)=N)NC(C2=C(C=C(C=C2)C2N(CCC2)C(=O)OC(C)(C)C)F)=O)C=C1OC 3-(4-(1-(tert-butoxycarbonyl)pyrrolidin-2-yl)-2-fluorobenzamido)-2-imino-5-methoxy-2,3-dihydrobenzo[d]thiazole-6-carboxylic acid methyl ester